COC1=C(C=C2C(=NC=NC2=C1)NC1=C(C=CC(=C1)C=1OC=CC1C)OC)OC1CCN(CC1)C(C=C)=O 1-(4-((7-methoxy-4-((2-methoxy-5-(3-methylfuran-2-yl)phenyl)amino)quinazolin-6-yl)oxy)piperidin-1-yl)prop-2-en-1-one